2-(3-amino-4,5-dichloro-6-oxopyridazin-1(6H)-yl)-N-(4-methyl-3-((4-methyl-1,4-diazepan-1-yl)sulfonyl)phenyl)acetamide NC1=NN(C(C(=C1Cl)Cl)=O)CC(=O)NC1=CC(=C(C=C1)C)S(=O)(=O)N1CCN(CCC1)C